tert-butyl 8-bromo-6-((dimethylamino)methyl)-3,4-dihydroisoquinoline-2(1H)-carboxylate BrC=1C=C(C=C2CCN(CC12)C(=O)OC(C)(C)C)CN(C)C